C1(CC1)C=1C=CC=2N(C1)C(=C(N2)N2CC1=CC=C(C=C1C2=O)C2(CC2)C#N)S(=O)(=O)CC 1-[2-(6-cyclopropyl-3-ethylsulfonyl-imidazo[1,2-a]pyridin-2-yl)-3-oxo-isoindolin-5-yl]cyclopropanecarbonitrile